FC(C=1C=C2C(NC(C2=CC1)=O)=O)(F)F 5-(Trifluoromethyl)isoindoline-1,3-dione